(5-Methyl-2-oxo-1,3-dioxol-4-yl)methyl 2-ethoxy-1-{[2'-(5-oxo-4,5-dihydro-1,2,4-oxadiazol-3-yl) biphenyl-4-yl] methyl}-1H-benzimidazole-7-carboxylate monopotassium salt [K].C(C)OC1=NC2=C(N1CC1=CC=C(C=C1)C1=C(C=CC=C1)C1=NOC(N1)=O)C(=CC=C2)C(=O)OCC=2OC(OC2C)=O